N2-[4-[(4-benzylpiperazin-1-yl)methyl]phenyl]-N4-[2-(6-methyl-2-pyridyl)pyrimidin-4-yl]pyrimidine-2,4-diamine C(C1=CC=CC=C1)N1CCN(CC1)CC1=CC=C(C=C1)NC1=NC=CC(=N1)NC1=NC(=NC=C1)C1=NC(=CC=C1)C